(S)-(4-(7-(difluoromethyl)pyrazolo[1,5-a]pyridin-2-yl)-6,7-dihydro-1H-imidazo[4,5-c]pyridin-5(4H)-yl)(5-(1-methyl-1H-pyrazol-5-yl)-1,3,4-oxadiazol-2-yl)methanone FC(C1=CC=CC=2N1N=C(C2)[C@H]2N(CCC1=C2N=CN1)C(=O)C=1OC(=NN1)C1=CC=NN1C)F